Cl.FC1=CC=C(C=C1)NC1N(C(=NC(=N1)N)N1CCOCC1)C1=C(C=CC=C1)OC N-(4-Fluorophenyl)-N1-(2-methoxyphenyl)-6-morpholin-4-yl-[1,3,5]triazine-2,4-diamine hydrochloride